FC(OC=1C=C(C=NC1OC)C1=CC=2N(C=C1)N=C(C2)NC(=O)N[C@H](CO)CC2=CC=CC=C2)F (S)-1-(5-(5-(difluoromethoxy)-6-methoxypyridin-3-yl)pyrazolo[1,5-A]pyridin-2-yl)-3-(1-hydroxy-3-phenylpropan-2-yl)urea